C12N(CC(NC1)CC2)CC2=C1CN(C(C1=CC=C2)=O)C2C(NC(CC2)=O)=O 3-(4-((2,5-diazabicyclo[2.2.2]octan-2-yl)methyl)-1-oxoisoindolin-2-yl)piperidine-2,6-dione